O=C1C=CN(C2=NC=CC=C12)C(C(F)(F)F)(C)C 4-oxo-N-(1,1,1-trifluoro-2-methylpropan-2-yl)-1,4-dihydro-1,8-naphthyridine